2-(naphthalen-1-yl)-1,3,5-triphenyl-2,5-dihydro-1H-pyrrole-2-carboxylic acid ethyl ester C(C)OC(=O)C1(N(C(C=C1C1=CC=CC=C1)C1=CC=CC=C1)C1=CC=CC=C1)C1=CC=CC2=CC=CC=C12